NC1C(CCC1)C(=O)[O-] 2-aminocyclopentane-1-carboxylate